C1(=CC(=CC=C1)C1=NC(=NC=C1Cl)NC1CCN(CC1)C(=O)C1CCN(CC1)C(CCCCNC(OC(C)(C)C)=O)=O)C1=CC=CC=C1 tert-butyl (5-(4-(4-((4-([1,1'-biphenyl]-3-yl)-5-chloropyrimidin-2-yl)amino)piperidine-1-carbonyl)piperidin-1-yl)-5-oxopentyl)carbamate